2-chlorocaprylate ClC(C(=O)[O-])CCCCCC